C1(C=CC(N1CC(=O)N[C@@H](C(C)C)C(=O)O)=O)=O maleimidoacetyl-valine